FC1=CC=CC=2COCCCOC=3C(=CC=C(C4=NNC5=CN=C(C12)C=C45)C3)N3CCC(CC3)CC(C)O 17-fluoro-5-(4-(2-hydroxy-2-methylethyl)-piperidinyl)-7,11-dioxa-20,23,24-triazapentacyclo[17.5.2.12,6.013,18.022,25]heptacosa-1(24),2,4,6(27),13(18),14,16,19,21,25-decaene